BrC=1C=CC(=C(CN(CCOC)C)C1)N1CCOCC1 N-(5-bromo-2-morpholinobenzyl)-2-methoxy-N-methylethan-1-amine